3-fluoro-N2-(2-fluoro-4-(methylsulfonyl)phenyl)-5-methoxy-N2-methyl-N6-(5-methyl-1H-pyrazol-3-yl)-4-(1-methyl-1H-pyrazol-4-yl)pyridine-2,6-diamine FC=1C(=NC(=C(C1C=1C=NN(C1)C)OC)NC1=NNC(=C1)C)N(C)C1=C(C=C(C=C1)S(=O)(=O)C)F